[N+](=O)([O-])C=1C=C(C=C(C1)C(F)(F)F)C(C)=CC(C)S(=O)N (1-(3-nitro-5-(trifluoromethyl)phenyl)ethylidene)propane-2-sulfinamide